N1N=CC(=C1)CCNC1=NC(=NC(=C1C)C)C(=O)N1[C@H](CCC1)C1=CC=C(C=C1)F (R)-(4-((2-(1H-pyrazol-4-yl)ethyl)amino)-5,6-dimethylpyrimidin-2-yl)(2-(4-fluorophenyl)pyrrolidin-1-yl)methanone